C(C)(=O)NC1=C(C=CC=C1)OC acetamidoanisole